C(C)OP(OCC)(=O)CN(CCO)CCO N,N-di(2-hydroxyethyl)aminomethylphosphonic acid diethyl ester